3-(4-(4-(tert-butoxycarbonyl)piperazin-1-yl)-3,5-difluorophenyl)glutaric acid C(C)(C)(C)OC(=O)N1CCN(CC1)C1=C(C=C(C=C1F)C(CC(=O)O)CC(=O)O)F